C(C)(=O)N1[C@H]([C@@H]([C@H](C2=CC(=CC=C12)C(=O)N)NC1=C(C=CC=C1)OC)C)C1CC1 (2S,3R,4R)-1-acetyl-2-cyclopropyl-4-((2-methoxyphenyl)amino)-3-methyl-1,2,3,4-tetrahydroquinoline-6-carboxamide